5-(4-{[3-ethyl-8-fluoro-5-(hydroxymethyl)-2,4-dioxo-1H-quinazolin-7-yl]methyl}piperazin-1-yl)-N,6-dimethylpyridine-2-carboxamide C(C)N1C(NC2=C(C(=CC(=C2C1=O)CO)CN1CCN(CC1)C=1C=CC(=NC1C)C(=O)NC)F)=O